3-(1H-pyrazol-1-ylphenyl)-5-methoxy-2-morpholino-N-(2-oxo-2-phenylethyl)pyrimidine-4-carboxamide N1(N=CC=C1)C1=C(C=CC=C1)N1C(N=CC(=C1C(=O)NCC(C1=CC=CC=C1)=O)OC)N1CCOCC1